C1(CC1)C(CN1N=CC2=NC=C(C=C21)C2=C(C=CC=C2)F)=O Cyclopropyl-2-[6-(2-fluorophenyl)pyrazolo[4,3-b]pyridin-1-yl]ethanone